ClC=1C=C(C=CC1)C1=NC(=NC(=C1)C1=CC=CC=C1)C1=CC=CC=C1 (3-chlorophenyl)-2,6-diphenylpyrimidine